4-(2-aminopropan-2-yl)-N-(4,4-difluorocyclohexyl)-6-(3-methyl-1H-pyrazol-1-yl)pyridin-2-amine NC(C)(C)C1=CC(=NC(=C1)N1N=C(C=C1)C)NC1CCC(CC1)(F)F